COC1=CC=CC(=N1)C1=CN=C(O1)N1[C@H]2COC[C@@H]1CC=1N=C(SC12)NC(=O)NC N-{(4S,8S)-10-[5-(6-methoxypyridin-2-yl)-1,3-oxazol-2-yl]-4,7,8,9-tetrahydro-5H-4,8-epiminooxocino[5,4-d][1,3]thiazol-2-yl}-N'-methylurea